NCC1CCCC1 1-(aminomethyl)cyclopentane